ClC1=NN(C=C1C(=O)OCC)C1=CC(=NC=C1)CC1=CC(=CC(=C1)C(F)(F)F)F ethyl 3-chloro-1-(2-(3-fluoro-5-(trifluoromethyl)benzyl)pyridin-4-yl)-1H-pyrazole-4-carboxylate